2,2,2-Trifluoroethyl (S)-2-amino-3-(quinolin-6-yl)propanoate dihydrochloride Cl.Cl.N[C@H](C(=O)OCC(F)(F)F)CC=1C=C2C=CC=NC2=CC1